C(C)(C)(C)OC(=O)N[C@@H](CC(=O)OCC)C=1C(=C(C=C(C1F)C)C1=C(C=CC=C1C)OCC1=CC(=C(C=C1)OC)OC)F ethyl (3S)-3-[(tert-butoxycarbonyl)amino]-3-{2'-[(3,4-dimethoxyphenyl)methoxy]-2,4-difluoro-5,6'-dimethyl-[1,1'-biphenyl]-3-yl}propanoate